[N+]1(=CC=CC=C1)[N-]C(C1=CC=C(C=C1)NC(C1=CC=C(C=C1)C(F)(F)F)=O)=O pyridin-1-ium-1-yl(4-(4-(trifluoromethyl)benzamido)benzoyl)amide